NC1=NC=C(C=C1C1=NC=C(C=C1)C(N(C)C)=O)C1=C2C(=NC=C1)NC(=C2)C(=O)N[C@H]2COC[C@H]2N 4-(2'-amino-5-(dimethylcarbamoyl)-[2,3'-bipyridin]-5'-yl)-N-((3R,4S)-4-aminotetrahydrofuran-3-yl)-1H-pyrrolo[2,3-b]pyridine-2-carboxamide